5-Amino-1-indan-2-yl-3-[4-[[(2-methoxybenzoyl)amino]methyl]phenyl]pyrazole-4-carboxamide NC1=C(C(=NN1C1CC2=CC=CC=C2C1)C1=CC=C(C=C1)CNC(C1=C(C=CC=C1)OC)=O)C(=O)N